C(C)(C)C=1OC2=C(N1)C=CC=C2C=2SC=CN2 isopropyl-7-(thiazol-2-yl)benzo[d]oxazole